tert-butyl 2-(3-bromobenzyl)-3-oxopiperidine-1-carboxylate BrC=1C=C(CC2N(CCCC2=O)C(=O)OC(C)(C)C)C=CC1